hypoboric acid B(O)(O)B(O)O